4-((2-bromophenyl)amino)-2-((6-methoxy-2-(2-methoxyethyl)-1,2,3,4-tetrahydroisoquinolin-7-yl)amino)pyrimidine-5-carboxamide BrC1=C(C=CC=C1)NC1=NC(=NC=C1C(=O)N)NC1=C(C=C2CCN(CC2=C1)CCOC)OC